ClC1=NC2=C(OC3=C1C=CC(=C3)OC)C=C(C=C2)F 11-chloro-7-fluoro-3-methoxydibenzo[b,f][1,4]Oxazepine